(1-(tetrahydro-2H-pyran-2-yl)-1H-pyrazol-5-yl)methanol O1C(CCCC1)N1N=CC=C1CO